N-((4-(4-methoxyphenyl)piperazin-1-yl)methylene)benzenesulfonamide Dimethyl-adipate Dimethyl-hexanedioate COC(CCCCC(=O)OC)=O.COC(CCCCC(=O)OC)=O.COC1=CC=C(C=C1)N1CCN(CC1)C=NS(=O)(=O)C1=CC=CC=C1